isopropyl (1,2-dimethyl-3-methylenecyclopentyl)acetate CC1(C(C(CC1)=C)C)CC(=O)OC(C)C